benzo[d]thiazol-6-amide S1C=NC2=C1C=C(C=C2)C(=O)N